ON=NS(=O)(=O)O hydroxydiazenesulfonic acid